3-(4-((Pyrazin-2-ylamino)-methyl)phenyl)-1,2,4-oxadiazol N1=C(C=NC=C1)NCC1=CC=C(C=C1)C1=NOC=N1